N=1C(NC=CC1)=O (3H)-pyrimidinone